tertbutyl 4-(4-(ethoxycarbonyl)-1H-1,2,3-triazol-1-yl)piperidine-1-carboxylate C(C)OC(=O)C=1N=NN(C1)C1CCN(CC1)C(=O)OC(C)(C)C